3-(1-methyl-1H-pyrazol-4-yl)-6,7-dihydrobenzo[c]thiophen-4(5H)-one CN1N=CC(=C1)C1=C2C(=CS1)CCCC2=O